[K+].C(=C)S(=O)(=O)[O-] vinyl-sulphonate, potassium salt